C(CCCCCCC\C=C/CCCCCC)(=O)OCCCCCCCCCCCCCCCCCCCCCCCCCCCC(=O)O 28-palmitoleoyloxy-octacosanoic acid